(S)-N-(7-((3-hydroxyoxetan-3-yl)ethynyl)-5-methyl-4-oxo-2,3,4,5-tetrahydrobenzo[b][1,4]oxazepin-3-yl)-4-(oxazol-4-ylmethyl)picolinamide OC1(COC1)C#CC1=CC2=C(OC[C@@H](C(N2C)=O)NC(C2=NC=CC(=C2)CC=2N=COC2)=O)C=C1